C1N(CC12CCNCC2)CC2=CC=C(C=C2)C=2C=1C(=C(SC1N1C(=NN=C1[C@@H](N2)CC=2OC=CN2)C)C)C 2-[[(9S)-7-[4-(2,7-diazaspiro[3.5]nonan-2-ylmethyl)phenyl]-4,5,13-trimethyl-3-thia-1,8,11,12-tetrazatricyclo[8.3.0.02,6]trideca-2(6),4,7,10,12-pentaen-9-yl]methyl]oxazole